[N+](=O)([O-])C=1C=CC2=C(C1)COC1=CN=CC=C12 8-nitro-6H-isochromeno[3,4-c]pyridine